S1C(=CC=C1)C=C1C(NC2=C(S1)C=CC=C2)=O 2-(thiophen-2-ylmethylene)-2H-benzo[b][1,4]thiazin-3(4H)-one